2-(4-(9-benzyl-6-(1-methylcyclopropoxy)-9H-purin-8-yl)-3-chlorophenoxy)-N-(2-hydroxy-ethyl)acetamide C(C1=CC=CC=C1)N1C2=NC=NC(=C2N=C1C1=C(C=C(OCC(=O)NCCO)C=C1)Cl)OC1(CC1)C